S-methyl thiobutanoate CCCC(=O)SC